1-((2R,4aS,4bR,6aS,7S,7aS,8aR,8bR,8cR,10aR)-2-hydroxy-2,6a-dimethyloctadecahydrocyclopenta[4,5]cyclopenta[1,2-a]phenanthren-7-yl)-2-(2H-1,2,3-triazol-2-yl)ethan-1-one O[C@@]1(CC[C@@H]2[C@H]3CC[C@]4(C(C3CCC2C1)[C@H]1[C@@H]([C@@H]4C(CN4N=CC=N4)=O)CCC1)C)C